2-methyl-5-((4-(trifluoromethyl)benzyl)oxy)benzofuran-3-carboxylic acid CC=1OC2=C(C1C(=O)O)C=C(C=C2)OCC2=CC=C(C=C2)C(F)(F)F